1-(4-(2-((1-(2-ethoxyethyl)-1H-pyrazol-4-yl)amino)thiazol-4-yl)phenyl)imidazolidin-2-one C(C)OCCN1N=CC(=C1)NC=1SC=C(N1)C1=CC=C(C=C1)N1C(NCC1)=O